5-[2-(2-hydroxyethoxy)ethoxy]-3,4-Dihydroisoquinoline-2(1H)-carboxylic acid tert-butyl ester C(C)(C)(C)OC(=O)N1CC2=CC=CC(=C2CC1)OCCOCCO